[N+](=O)([O-])C1=CC=C(COC(=O)N[C@@H]([C@H](O)C)C(=O)O)C=C1 (((4-nitrobenzyl)oxy)carbonyl)-L-threonine